1-((2-(methylamino)pyrimidin-4-yl)methyl)-4-(3-(4-(trifluoromethyl)phenyl)imidazo[1,5-a]pyridin-1-yl)pyridin-2(1H)-one CNC1=NC=CC(=N1)CN1C(C=C(C=C1)C=1N=C(N2C1C=CC=C2)C2=CC=C(C=C2)C(F)(F)F)=O